beta-D-galactopyranosyl-(1->4) D-glucopyranoside O(C1[C@H](O)[C@@H](O)[C@H](O)[C@H](O1)CO)[C@H]1[C@H](O)[C@@H](O)[C@@H](O)[C@H](O1)CO